C1CCC2=C(C=3CCCC3C=C12)NC(=O)N=[S@@](=O)(N)C=1C=NN2C1OC[C@@](C2)(C)O (S,6S)-N'-((1,2,3,5,6,7-hexahydro-s-indacen-4-yl)carbamoyl)-6-hydroxy-6-methyl-6,7-dihydro-5H-pyrazolo[5,1-b][1,3]oxazine-3-sulfonimidamide